2-(4-bromo-phenyl)-4,6-diphenyl-pyrylium BrC1=CC=C(C=C1)C1=[O+]C(=CC(=C1)C1=CC=CC=C1)C1=CC=CC=C1